tert-butyl (S)-(1-((4-(3,5-dimethylisoxazol-4-yl)-3-fluorophenyl)amino)-1-oxo-3,3-diphenylpropan-2-yl)carbamate CC1=NOC(=C1C1=C(C=C(C=C1)NC([C@H](C(C1=CC=CC=C1)C1=CC=CC=C1)NC(OC(C)(C)C)=O)=O)F)C